5-(4-Cyanophenyl)-3-hydroxypyridine C(#N)C1=CC=C(C=C1)C=1C=C(C=NC1)O